Br\C(\C(=O)N)=C\Br (E)-2,3-dibromoacrylamide